5-(trans-4-(((4-(2-Isopropyloxazol-4-yl)pyridin-2-yl)amino)methyl)cyclohexyl)-2-methoxybenzonitrile C(C)(C)C=1OC=C(N1)C1=CC(=NC=C1)NC[C@@H]1CC[C@H](CC1)C=1C=CC(=C(C#N)C1)OC